C1(=CC=CC=C1)C(C1=CC=CC=C1)N[C@@H]([C@H](CO)O)C (2R,3R)-3-[(diphenylmethyl)amino]butane-1,2-diol